6-(3-(3-methyl-1H-indazol-5-yl)imidazo[1,2-b]pyridazin-6-yl)-2-oxa-6-azaspiro[3.4]octane CC1=NNC2=CC=C(C=C12)C1=CN=C2N1N=C(C=C2)N2CC1(COC1)CC2